C(C)(C)(C)OC(=O)N1CC(CC(C1)CO)N1CC(C1)F 3-(3-Fluoroazetidin-1-yl)-5-(hydroxymethyl)piperidine-1-carboxylic acid tert-butyl ester